O1CC=CC2=C1C(C=CC2)=O benzopyran-8(5H)-one